NCC=1N=C2N(C=C(C=C2)CN(C(OC(C)(C)C)=O)CC23CC(C2)(C3)F)C1 Tert-butyl N-[[2-(aminomethyl)imidazo[1,2-a]pyridin-6-yl]methyl]-N-[(3-fluoro-1-bicyclo[1.1.1]pentyl)methyl]carbamate